BrC1=CC=C(C=2C=CC=NC12)C(=O)NNC(=O)C1CC1 8-bromo-N'-(cyclopropanecarbonyl)quinoline-5-carbohydrazide